ClC1=C(N=C(N=N1)N[C@@H]1C[C@@H](CNC1)O)C (3S,5R)-5-[(6-Chloro-5-methyl-1,2,4-triazin-3-yl)amino]piperidin-3-ol